ClC1=C(C(=O)NC2=C3C=NN(C3=CC=C2)C2=CC(=NC=C2)OC)C=C(C=C1)CNC(=O)C1(CC1)C(F)(F)F 2-Chloro-N-[1-(2-methoxypyridin-4-yl)-1H-indazol-4-yl]-5-[({[1-(trifluoromethyl)cyclopropyl]carbonyl}amino)methyl]benzamide